(R)-2-(methyl-(1-(5-phenyl-1,3,4-oxadiazol-2-yl)ethyl)amino)-6-(methylsulfonyl)-8-nitro-4H-benzo[e][1,3]thiazin-4-one CN(C=1SC2=C(C(N1)=O)C=C(C=C2[N+](=O)[O-])S(=O)(=O)C)[C@H](C)C=2OC(=NN2)C2=CC=CC=C2